ClC1=NN=C2N1C1=CC=CC=C1C(=N2)N(C)C2=CC(=CC=C2)C2=NC(=C(C=C2)C=2NCCN2)OC chloro-N-(3-(5-(4,5-dihydro-1H-imidazol-2-yl)-6-methoxypyridin-2-yl)phenyl)-N-methyl-[1,2,4]triazolo[4,3-a]quinazolin-5-amine